Cl.COC(CCCO[NH2+]CCC)=O O-(4-methoxy-4-oxobutyl)-n-propyl-hydroxyammonium hydrochloride